FC=1C(=C(C=CC1F)[C@H]1[C@H](O[C@]([C@@H]1C)(C(F)(F)F)C)C(=O)NC1=CC(=NC(=C1)F)C(=O)N)OC 4-[[(2S,3s,4r,5r)-3-(3,4-difluoro-2-methoxy-phenyl)-4,5-dimethyl-5-(trifluoromethyl)tetrahydrofuran-2-carbonyl]amino]-6-fluoro-pyridine-2-carboxamide